C(C)(C)C1CC2(CCC(O2)OCCOC2OC3(CC2)CC(CC3)C(C)C)CC1 1,2-bis((7-isopropyl-1-oxaspiro[4.4]non-2-yl)oxy)ethan